C(CCCCCCCCCCC)(=O)N[C@@H]([C@@H](C)CC)C(=O)O N-dodecanoyl-L-isoleucine